NC(C[C@H]1N(C([C@H]2[C@@H]1CN(C2)CC2=CC=CC=C2)=O)C(=O)OC(C)(C)C)=O tert-butyl (1r,3as,6ar)-1-(2-amino-2-oxoethyl)-5-benzyl-3-oxohexahydropyrrolo[3,4-c]pyrrole-2(1H)-carboxylate